ethyl 4-(6-methoxy-5-(3-((6-methoxy-2-((3-methoxypropyl) (methyl) carbamoyl) benzo[b]thiophen-5-yl) oxy) propoxy) benzo[b]thiophen-2-yl)-4-oxobutyrate COC=1C(=CC2=C(SC(=C2)C(CCC(=O)OCC)=O)C1)OCCCOC1=CC2=C(SC(=C2)C(N(C)CCCOC)=O)C=C1OC